[4-(6-Amino-pyridazin-3-yl)-piperidin-1-yl]-(6'-cyclopropoxy-4-methoxy-[3,3']bipyridinyl-6-yl)-methanone NC1=CC=C(N=N1)C1CCN(CC1)C(=O)C1=CC(=C(C=N1)C=1C=NC(=CC1)OC1CC1)OC